3-Cyclopropyl-6-Methyl-1-{1-[6-(Trifluoromethyl)Pyridin-3-Yl]Ethyl}-1H,4H,5H-Pyrazolo[3,4-d]Pyrimidin-4-One C1(CC1)C1=NN(C=2N=C(NC(C21)=O)C)C(C)C=2C=NC(=CC2)C(F)(F)F